tert-butyl 4-(2-((Nα-(tert-butoxycarbonyl)-1-methyl-D-tryptophyl)oxy)ethyl)piperidine-1-carboxylate C(C)(C)(C)OC(=O)N[C@H](CC1=CN(C2=CC=CC=C12)C)C(=O)OCCC1CCN(CC1)C(=O)OC(C)(C)C